2,6-dihydroxy-N,3'-dimethyl-4-pentyl-[1,1'-biphenyl]-3-sulfonamide OC1=C(C(=CC(=C1S(=O)(=O)NC)CCCCC)O)C1=CC(=CC=C1)C